C(C=C)(=O)OC1=C(C=C(C=C1CC1=C(C(=CC(=C1)C)C(C)(C)C)O)C)C(C)(C)C 2-tert.-Butyl-6-(3'-tert-butyl-5'-methyl-2'-hydroxybenzyl)-4-methylphenyl acrylate